6-((1-methyl-5-(1-methyl-1H-pyrazol-4-yl)-3-oxoisoindolin-2-yl)methyl)benzo[d]oxazol-2(3H)-one CC1N(C(C2=CC(=CC=C12)C=1C=NN(C1)C)=O)CC1=CC2=C(NC(O2)=O)C=C1